2,6-dimethyl-4-(2-nitrophenyl)-1,4-dihydropyridine-3,5-dicarboxylic acid isobutyl methyl ester COC(=O)C=1C(C(=C(NC1C)C)C(=O)OCC(C)C)C1=C(C=CC=C1)[N+](=O)[O-]